BrC=1C=C(C(=NC1)C(C)OC)Cl 5-bromo-3-chloro-2-(1-methoxyethyl)pyridine